6-bromo-4-chloro-N-((1r,4r)-4-(2-methoxyethoxy)cyclohexyl)picolinamide BrC1=CC(=CC(=N1)C(=O)NC1CCC(CC1)OCCOC)Cl